CN1N=C(C=C1C1(CCC1)N1N=C(C=C1C(=O)N)C(F)(F)F)C1=CC(=NC=C1)C(F)(F)F (1-(1-methyl-3-(2-(trifluoromethyl)pyridin-4-yl)-1H-pyrazol-5-yl)cyclobutyl)-3-(trifluoromethyl)-1H-pyrazole-5-carboxamide